ClCC1CN(C2=CC(=C3C(=C12)N=C(O3)C)O)C(=O)C=3OC1=C(C3)C=C(C=C1)OC (8-(chloromethyl)-4-hydroxy-2-methyl-7,8-dihydro-6H-oxazolo[4,5-e]indol-6-yl)(5-methoxybenzofuran-2-yl)methanone